NC=1C=C(C=C(C1)C(C)(C)C)NC1=C2C(N(C(C2=CC=C1)=O)C1C(NC(CC1)=O)=O)=O 4-((3-amino-5-(tert-butyl)phenyl)amino)-2-(2,6-dioxopiperidin-3-yl)isoindoline-1,3-dione